(RS)-1-phenylethyl alcohol C1(=CC=CC=C1)[C@@H](C)O |r|